N[C@H]1CN(CCC1)C(=O)C1=CC2=C(N(C(=N2)C2=CC=3C(=NC(=CC3)N(S(=O)(=O)C)C(F)F)N2CC2CC2)C2CC2)C=C1 (R)-N-(2-(5-(3-aminopiperidine-1-carbonyl)-1-cyclopropyl-1H-benzo[d]imidazol-2-yl)-1-(cyclopropylmethyl)-1H-pyrrolo[2,3-b]pyridin-6-yl)-N-(difluoromethyl)methanesulfonamide